C(C)(C)(C)[S@@](=O)N[C@@H](C)C=1C=C(N=NC1Cl)NC(C(C)(C)C)=O N-(5-((S)-1-(((R)-tert-butylsulfinyl)amino)ethyl)-6-chloropyridazin-3-yl)trimethylacetamide